N-((4R,5S)-4-(3-aminophenyl)-7-ethyl-6-oxo-1-phenyl-4,5,6,7-tetrahydro-1H-pyrazolo[3,4-b]pyridin-5-yl)-4-(trifluoromethyl)pyrimidine-2-carboxamide NC=1C=C(C=CC1)[C@@H]1C2=C(N(C([C@H]1NC(=O)C1=NC=CC(=N1)C(F)(F)F)=O)CC)N(N=C2)C2=CC=CC=C2